methyl 2-amino-3-carbamoyl-1H-pyrrolo[3,2-b]pyridine-6-carboxylate NC1=C(C2=NC=C(C=C2N1)C(=O)OC)C(N)=O